CNCCCN 3-(methylamino)-propylamine